C1CCCC2CCC3C4CCCC4CCC3C12 HEXADECAHYDRO-1H-CYCLOPENTA[A]PHENANTHRENE